fluoride Tantalum [Ta+5].[F-].[F-].[F-].[F-].[F-]